benzyl (4-bromo-2-methyl-6-nitrophenyl)carbamate BrC1=CC(=C(C(=C1)[N+](=O)[O-])NC(OCC1=CC=CC=C1)=O)C